[C@@H]12OC[C@@H](N(C1)[C@@H]1[C@@H](CN(CC1)C(=O)OC(C)(C)C)F)C2 Tert-butyl (3R,4S)-4-((1S,4S)-2-oxa-5-azabicyclo[2.2.1]hept-5-yl)-3-fluoropiperidine-1-carboxylate